C1(CC1)C(=O)C(C#N)C(C1=C(C=C(C=C1)Cl)S(=O)(=O)C)=O α-(cyclopropylcarbonyl)-2-(methylsulfonyl)-β-oxo-4-chloro-benzenepropanenitrile